9-((4-(dimethylamino)butyryl)oxy)heptadecanedioic acid CN(CCCC(=O)OC(CCCCCCCC(=O)O)CCCCCCCC(=O)O)C